FC(C(=O)O)(F)F.FC(C(=O)O)(F)F.FC(C(=O)O)(F)F.N[C@@H](C(=O)N[C@@H](C(=O)NC(C(=O)N1CCC(CC1)C(=O)O)CCCC)CCCCCF)CC1=CC=CC=C1 [2-[[(2R)-2-[[(2R)-2-amino-3-phenyl-propionyl]amino]-7-fluoro-heptanoyl]amino]hexanoyl]piperidine-4-carboxylic acid tritrifluoroacetate salt